C[C@@H](CNC(OC(C)(C)C)=O)CCC=O tert-butyl N-[(2R)-2-methyl-5-oxo-pentyl]carbamate